O=C1C(=CN=C(N1)C12CC(C(C1)C2)N2CCN(CC2)C(=O)OCC2=CC=CC=C2)C=C benzyl 4-(4-(6-oxo-5-vinyl-1,6-dihydropyrimidin-2-yl)bicyclo[2.1.1]hexan-2-yl)piperazine-1-carboxylate